N'-(3-bromo-2,5-dimethylphenyl)-N-ethyl-N-methylformimidamide BrC=1C(=C(C=C(C1)C)N=CN(C)CC)C